5,6-difluoro-3-[3-methyl-1H,2H,3H-pyrido[2,3-b][1,4]oxazin-6-yl]-1-(oxan-2-yl)indazole FC=1C=C2C(=NN(C2=CC1F)C1OCCCC1)C=1C=CC2=C(OC(CN2)C)N1